2-[6-(Difluoromethyl)-2-pyridyl]-3,6-dimethyl-8-[(1R)-1-[[6-methyl-2-(2H-tetrazol-5-yl)-3-pyridyl]amino]ethyl]chromen-4-one FC(C1=CC=CC(=N1)C=1OC2=C(C=C(C=C2C(C1C)=O)C)[C@@H](C)NC=1C(=NC(=CC1)C)C=1N=NNN1)F